[Fe](Cl)(Cl)Cl Ferric chloride